1,4-dihydroxy-2,3-naphthalenedicarboxylic acid OC1=C(C(=C(C2=CC=CC=C12)O)C(=O)O)C(=O)O